BrC1=C(C(=CC=2N(C(N(C21)C)=O)CC(F)(F)F)Br)C(=O)C2=C(C=CC(=C2)F)Cl 4,6-dibromo-5-[(2-chloro-5-fluorophenyl)carbonyl]-3-methyl-1-(2,2,2-trifluoroethyl)-2,3-dihydro-1H-benzo[d]imidazol-2-one